(2R)-4-(2-aminophenyl)-2-[[(tert-butoxy)carbonyl]amino]-4-oxobutanoic acid NC1=C(C=CC=C1)C(C[C@H](C(=O)O)NC(=O)OC(C)(C)C)=O